1-(3,3,3-trifluoropropyl)-1H-1,2,3-triazole-4-carboxylic acid FC(CCN1N=NC(=C1)C(=O)O)(F)F